N4-cyclopentyl-2-pyrimidin-5-yl-N5-sec-butyl-pyrimidine-4,5-diamine C1(CCCC1)NC1=NC(=NC=C1NC(C)CC)C=1C=NC=NC1